tert-butyl (Z)-(2-(4-(1-(1-(tetrahydro-2H-pyran-2-yl)-1H-indazol-5-yl)-2-(4,4,5,5-tetramethyl-1,3,2-dioxaborolan-2-yl)but-1-en-1-yl)phenoxy)-ethyl)carbamate O1C(CCCC1)N1N=CC2=CC(=CC=C12)\C(=C(/CC)\B1OC(C(O1)(C)C)(C)C)\C1=CC=C(OCCNC(OC(C)(C)C)=O)C=C1